N[C@H]1COCC[C@@H]1C1=C(C2=NC(=CC(=C2S1)N(C(OC(C)(C)C)=O)CC=1SC=CC1)Cl)Br tert-butyl N-[2-[(3R,4S)-3-aminotetrahydropyran-4-yl]-3-bromo-5-chloro-thieno[3,2-b]pyridin-7-yl]-N-(2-thienylmethyl)carbamate